2-(azetidin-3-yl)-5-(2-(3,4-dimethoxyphenyl)-3-isopropyl-1H-indol-5-yl)-1,3,4-oxadiazole N1CC(C1)C=1OC(=NN1)C=1C=C2C(=C(NC2=CC1)C1=CC(=C(C=C1)OC)OC)C(C)C